8-(4,7-diazaspiro[2.5]octan-7-yl)-4-[5-(difluoromethyl)-1,3,4-thiadiazol-2-yl]-2-methyl-N-(1-methylcyclopropyl)quinazoline-6-sulfonamide C1CC12NCCN(C2)C=2C=C(C=C1C(=NC(=NC21)C)C=2SC(=NN2)C(F)F)S(=O)(=O)NC2(CC2)C